ls-1,1-dimethyl-3-phenylurea CN(C(=O)NC1=CC=CC=C1)C